OC1=C(C(OC2=CC=CC=C12)=O)CC1=CC=C(C(=O)O)C=C1 4-((4-hydroxy-2-oxo-2H-chromen-3-yl)methyl)benzoic acid